5-bromo-3-iodo-1-trityl-1H-indazole BrC=1C=C2C(=NN(C2=CC1)C(C1=CC=CC=C1)(C1=CC=CC=C1)C1=CC=CC=C1)I